CC=1CCC2C(CC2C(CCC1)=C)(C)C 4,11,11-trimethyl-8-methylene-bicyclo[7.2.0]undec-4-en